CC1=CC=C(C=C1)S(=O)(=O)O.NC[C@H](C1=CC(=CC=C1)Cl)NC(=O)C=1N=CN(C1)C1=NC(=NC=C1C)NC1CCOCC1 (S)-N-(2-amino-1-(3-chlorophenyl)-ethyl)-1-(5-methyl-2-((tetrahydro-2H-pyran-4-yl)amino)-pyrimidin-4-yl)-1H-imidazole-4-carboxamide p-toluene-sulfonic acid salt